COC(C1=CC=C(C=C1)CC(=O)NC1=NC=CC(=C1)C1=C(C=2C(N(CCC2N1)C)=O)NC1=CC=CC=C1)=O Methyl-4-(2-{[4-(3-anilino-5-methyl-4-oxo-4,5,6,7-tetrahydro-1H-pyrrolo[3,2-c]pyridin-2-yl)pyridin-2-yl] amino}-2-oxoethyl)benzoat